NC(=S)[S-] aminodiThioformate